CC=1NC=C[N+]1C methyl-3-methylimidazolium